2-aminoethyl pivalate hydrochloride Cl.C(C(C)(C)C)(=O)OCCN